C(#N)C=1C=NN2C1C(=CC(=C2)C=2C=NN(C2C)C2CCC(CC2)OP(=O)(O[Na])O[Na])SC2=C(C=C(C=C2)F)C#N [[4-[4-[3-cyano-4-(2-cyano-4-fluoro-phenyl)sulfanyl-pyrazolo[1,5-a]pyridin-6-yl]-5-methyl-pyrazol-1-yl]cyclohexoxy]-sodiooxy-phosphoryl]oxysodium